2-(2,6-dioxopiperidin-3-yl)-5-(9-(2-hydroxyethyl)-2,9-diazaspiro[5.5]undecan-2-yl)isoindoline-1,3-dione O=C1NC(CCC1N1C(C2=CC=C(C=C2C1=O)N1CC2(CCC1)CCN(CC2)CCO)=O)=O